5-phenylthiophene-3-carbonitrile C1(=CC=CC=C1)C1=CC(=CS1)C#N